((3s,5s)-1-(7-carbamoyl-5-fluoro-2,3-dimethyl-1H-indol-4-yl)-5-fluoropiperidin-3-yl)carbamic acid tert-butyl ester C(C)(C)(C)OC(N[C@@H]1CN(C[C@H](C1)F)C1=C2C(=C(NC2=C(C=C1F)C(N)=O)C)C)=O